benzyl-4,4-difluoro-5-methyl-piperidine-1-carboxylate C(C1=CC=CC=C1)OC(=O)N1CCC(C(C1)C)(F)F